COC(=O)C=1C=C2N(C(C(NC2=CC1)=O)=O)CC1=CC=CC=C1 4-benzyl-2,3-dioxo-1,2,3,4-tetrahydroquinoxaline-6-carboxylic acid methyl ester